2-fluoro-N-[3-(2-isopropylphenyl)-1-methyl-6-oxo-1,6-dihydro-4-pyridazinyl]-5-(trifluoromethoxy)benzamide FC1=C(C(=O)NC=2C(=NN(C(C2)=O)C)C2=C(C=CC=C2)C(C)C)C=C(C=C1)OC(F)(F)F